N(=[N+]=[N-])[C@H]1C[C@@](N(C1)CC1=CC=CC=C1)(C(=O)OC)C methyl (2R,4S)-4-azido-1-benzyl-2-methyl-pyrrolidine-2-carboxylate